ClC1=CC(=C(C=C1)C1(OC2=C(O1)C=CC=C2C2=CC(=CS2)CC2=NC1=C(N2CCOC)C=C(C=C1)C(=O)O)C)F 2-((5-(2-(4-chloro-2-fluorophenyl)-2-methylbenzo[d][1,3]dioxol-4-yl)thiophen-3-yl)methyl)-1-(2-methoxyethyl)-1H-benzo[d]imidazole-6-carboxylic acid